(R)-(4-hydroxytetrahydro-2H-pyran-4-yl)(3,5,6-trimethylpyrazine) OC1(CCOCC1)C1=NC(=C(N=C1C)C)C